(5s)-2-[(2-tert-butyl-4-{[(2E)-imidazolidin-2-ylidene]carbamoyl}phenyl)amino]-N-(3-methylbutyl)pyridine-4-carboxamide C(C)(C)(C)C1=C(C=CC(=C1)C(N=C1NCCN1)=O)NC1=NC=CC(=C1)C(=O)NCCC(C)C